C[C@H](CC)[C@H](CCC)NC(CN1C(NC(NC1=O)=O)=O)=O N-((3R,4S)-3-methylheptan-4-yl)-2-(2,4,6-trioxo-1,3,5-triazinan-1-yl)acetamide